CC(C(=O)C1=CC=C(C=C1)SC)(C)N1CCOCC1 2-methyl-2-(4-morpholinyl)-1-(4-methylsulfanylphenyl)-1-propanone